ClC=1C=CC2=C(N=C(O2)C23CCC(CC2)(CC3)NC(CC3CS(CCC3)(=O)=O)=O)C1 N-[4-(5-chloro-1,3-benzoxazol-2-yl)-1-bicyclo[2.2.2]octyl]-2-(1,1-dioxothian-3-yl)acetamide